2-(4-ethoxybutoxy)ethanol C(C)OCCCCOCCO